ClC1=CC=C2CCN([C@@H](C2=C1)C=1C=C(SC1C)C(=O)C=1C(=NC=NC1)N[C@H]1C[C@@H]([C@H](C1)CNS([O-])(=O)=O)O)C [(1R,2S,4R)-4-[[5-[4-[(1S)-7-Chloro-2-methyl-3,4-dihydro-1H-isoquinolin-1-yl]-5-methyl-thiophene-2-carbonyl]pyrimidin-4-yl]amino]-2-hydroxy-cyclopentyl]methylsulfamate